7-(4-chlorobenzyl)-8-(3-hydroxybut-1-yn-1-yl)-1-(3-hydroxypropyl)-3-methyl-3,7-dihydro-1H-purine-2,6-dione ClC1=CC=C(CN2C(=NC=3N(C(N(C(C23)=O)CCCO)=O)C)C#CC(C)O)C=C1